FC(CSC1=NC(=CC(=N1)O)C(F)(F)F)(F)F ((2,2,2-trifluoroethyl)thio)-4-hydroxy-6-(trifluoromethyl)pyrimidine